C(C)(C)(C)OC(=O)N1CC([C@@H](CC1)N1C2=NC=NC(=C2NC1=O)N(CC1=CC=CC=C1)CC1=CC=CC=C1)(F)F.[Cl-].[Cl-].C(CCCCCCCCCCC)C(C#CC[N+]1(CCCC1)CCCCCCCCCCCC)[NH+]1CCCC1 1,1'-didodecyl-1,1'-but-2-yne-1,4-diyl-bis-pyrrolidinium dichloride tert-butyl-(4R)-4-[6-(dibenzylamino)-8-oxo-7H-purin-9-yl]-3,3-difluoropiperidine-1-carboxylate